O[C@@H]1C[C@H](N(CC1)C(=O)OC(C)(C)C)C1=CC=C(C2=CC=C(C=C12)OCCCC=C)C(=O)OC tert-butyl (2S,4S)-4-hydroxy-2-(4-(methoxycarbonyl)-7-(pent-4-en-1-yloxy)naphthalen-1-yl)piperidine-1-carboxylate